N[C@@H]1CC[C@H](CC1)SCC1=NC2=C(C=CC=C2C(N1)=O)C 2-(((trans-4-aminocyclohexyl)thio)methyl)-8-methyl-quinazolin-4(3H)-one